C1(CC1)NC[C@H]1CN(CCO1)C=1C=CC(=NC1)NC=1C=CC(=C2CNC(C12)=O)C1=CN=C2N1C=CC(=C2)F 7-[[5-[(2S)-2-[(cyclopropyl-amino)methyl]morpholin-4-yl]-2-pyridyl]amino]-4-(7-fluoroimidazo[1,2-a]pyridin-3-yl)isoindolin-1-one